BrC1=C(C=2C(=NC=C3C2C2(C(N3C([2H])([2H])[2H])=O)CCN(CCC2)S(=O)(=O)C2(CC2)C)N1S(=O)(=O)C1=CC=CC=C1)C=1C=C2C=NN(C2=CC1)C 2'-bromo-6'-(methyl-d3)-1'-(1-methyl-1H-indazol-5-yl)-1-((1-methylcyclopropyl)sulfonyl)-3'-(phenylsulfonyl)-3',6'-dihydro-7'H-spiro[azepane-4,8'-dipyrrolo[2,3-b:3',2'-d]pyridin]-7'-one